CC1=C(C(NC(=C1)C)=O)CNC(=O)C=1N2C=C(C=C2C=C(C1C)COC)C1=CC(=C(C(=C1)OC)OC)OC N-((4,6-dimethyl-2-oxo-1,2-dihydropyridin-3-yl)methyl)-7-(1-methoxymethyl)-6-methyl-2-(3,4,5-trimethoxyphenyl)indolizine-5-carboxamide